[N+](=O)([O-])C=1C=C(C=CC1)N1C(CN(CC1)C(=O)OC(C)(C)C)=O tert-Butyl 4-(3-nitrophenyl)-3-oxopiperazine-1-carboxylate